COC1=C(C=C(C=C1)C)S(=O)(=O)N 2-methoxy-5-methylbenzenesulfonamide